CC=1C(=NC=CC1)C1=C(C=CC=C1)[Ir] [2-(3-methyl-2-pyridinyl)phenyl]iridium